1,1,1,5,5,5-hexafluoropentane-2,4-dithione FC(C(CC(C(F)(F)F)=S)=S)(F)F